2-(4-(2,3-dihydrobenzo[b][1,4]dioxin-6-yl)-1H-indol-1-yl)-4,5,6,7-tetrahydrothiazolo[5,4-c]pyridine O1C2=C(OCC1)C=C(C=C2)C2=C1C=CN(C1=CC=C2)C=2SC=1CNCCC1N2